ClC1=CC=2C=NC(=NC2C2=C1N=NN2C(C)C)OC 4-Chloro-1-isopropyl-8-methoxy-1H-[1,2,3]triazolo[4,5-h]quinazoline